[2-(aminomethyl)-3,3-difluoro-allyl]-4-[6-(1-ethylpyrazol-4-yl)-2-pyridinyl]-1,2,4-triazol-3-one trifluoroacetate salt FC(C(=O)O)(F)F.NCC(CC=1N(C(NN1)=O)C1=NC(=CC=C1)C=1C=NN(C1)CC)=C(F)F